BrC=1C=C(C=CC1)S(=O)(=O)N(CCO)CCO 3-bromo-N,N-bis(2-hydroxyethyl)benzenesulfonamide